S(=O)(=O)(ON1[C@@H]2CC[C@H](N(C1=O)C2)C(NC(=O)C2=NC=NC=C2)=N)[O-].[Na+] sodium (2S,5R)-7-oxo-2-(N-(pyrimidine-4-carbonyl) carbamimidoyl)-1,6-diazabicyclo[3.2.1]octan-6-yl sulfate